(phenyl)(carbazolylbiphenyl) C1(=CC=CC=C1)C=1C(=C(C=CC1)C1=CC=CC=C1)C1=CC=CC=2C3=CC=CC=C3NC12